C(CCCC)C(COC(CCCC(OC(OCCN(CCOC(OC(CCCC(=O)OCC(CCCCC)CCCCC)CCCCCC)=O)CCCCN(CC)CC)=O)CCCCCC)=O)CCCCC.C(C)C1=C(N=CC(=N1)C(=O)N)N(C)C(C)C 6-ethyl-5-(isopropyl-(methyl)amino)pyrazine-2-carboxamide bis(2-pentylheptyl)11-(4-(diethylamino)butyl)-5,17-dihexyl-7,15-dioxo-6,8,14,16-tetraoxa-11-azahenicosandioate